N(N)C=1N=NC(=NN1)NN 3,6-dihydrazinyl-1,2,4,5-tetrazine